Disodium ((2R,3R,5R)-5-(4-((((5,7-dimethoxybenzofuran-2-yl)methoxy)-carbonyl)amino)-2-oxopyrimidin-1(2H)-yl)-4,4-difluoro-3-hydroxytetra-hydrofuran-2-yl)-methyl phosphate P(=O)(OC[C@H]1O[C@H](C([C@@H]1O)(F)F)N1C(N=C(C=C1)NC(=O)OCC=1OC2=C(C1)C=C(C=C2OC)OC)=O)([O-])[O-].[Na+].[Na+]